5-Chloro-1-methyl-1H-pyrazolo[3,4-c]pyridine-3-carboxylic acid ClC=1C=C2C(=CN1)N(N=C2C(=O)O)C